ClC(C(=O)OCC)P(=O)(OCC)OCC ethyl 2-chloro-2-(diethoxyphosphoryl)acetate